5-ethylnaphthalen-2-ol C(C)C1=C2C=CC(=CC2=CC=C1)O